C(#C)[C@H]1OC[C@@H]([C@@H]2[C@H]1OC(O2)(C)C)NC(OC(C)(C)C)=O tert-butyl ((3aS,4R,7S,7aR)-4-ethynyl-2,2-dimethyltetrahydro-4H-[1,3]dioxolo[4,5-c]pyran-7-yl)carbamate